CC1=CC=C(C2=C1C=C(O2)C2=NC(=NO2)C2=CC=C(C(=O)OC)C=C2)C Methyl 4-[5-(4,7-dimethylbenzofuran-2-yl)-1,2,4-oxadiazol-3-yl]benzoate